5-[(6'-{4-[4-(2-ethoxy-2-oxoethyl)-1H-1,2,3-triazol-1-yl]benzamido}-[3,3'-bipyridine]-6-yl)carbamoyl]naphthalene-1-carboxylic acid C(C)OC(CC=1N=NN(C1)C1=CC=C(C(=O)NC2=CC=C(C=N2)C=2C=NC(=CC2)NC(=O)C2=C3C=CC=C(C3=CC=C2)C(=O)O)C=C1)=O